C(C)OC=1C=CC(=C2C=CC=NC12)N[C@@H]1CN(CC1)CC(=O)N1[C@@H](CCC1)C#N (2S)-1-[2-[(3S)-3-[(8-ethoxy-5-quinolinyl)amino]pyrrolidin-1-yl]acetyl]pyrrolidine-2-carbonitrile